ON=C(O)C1C2C=CC(C1C(=O)O)C2 N-Hydroxy-5-norbornene-2,3-dicarboxylic ACID IMIDE